N-[(3S)-9-fluoro-2-oxo-5-phenyl-2,3-dihydro-1H-1,4-benzodiazepin-3-yl]-2-{6-[(3S*)-3-methylmorpholin-4-yl]pyridin-3-yl}pyrazolo[1,5-a]pyrimidine-3-carboxamide FC1=CC=CC=2C(=N[C@@H](C(NC21)=O)NC(=O)C=2C(=NN1C2N=CC=C1)C=1C=NC(=CC1)N1[C@H](COCC1)C)C1=CC=CC=C1 |o1:32|